OCCCCCCCCOC1=CC=C(CN)C=C1 4-(8-hydroxy-octyloxy)-benzylamine